C(C1=CC=CC=C1)OC1=CC=CC(=N1)C1=CCC(CC1)CC1=NC=2C(=NC(=CC2)C(=O)OC)N1C[C@H]1OCC1 methyl 2-((4-(6-(benzyloxy)pyridin-2-yl)cyclohex-3-en-1-yl)methyl)-3-(((S)-oxetan-2-yl)methyl)-3H-imidazo[4,5-b]pyridine-5-carboxylate